3-[1-(6,7-dimethoxy-4-quinolinyl)-2,3-dihydro-1H-indol-5-yl]-1-[5-(trifluoromethyl)-3-pyridinyl]-2,4-imidazolidinedione COC=1C=C2C(=CC=NC2=CC1OC)N1CCC2=CC(=CC=C12)N1C(N(CC1=O)C=1C=NC=C(C1)C(F)(F)F)=O